COC1=CC=C(CN(C2=NC(=NN3C2=NC=C3C(O)C3=NC(=CC=C3)OC)OCCCC)CC3=CC=C(C=C3)OC)C=C1 (4-(bis(4-methoxybenzyl)amino)-2-butoxyimidazo[2,1-f][1,2,4]triazin-7-yl)(6-methoxypyridin-2-yl)methanol